tert-butyl N-[3-(4-chloroimidazo[4,5-c]pyridin-3-yl)propyl]carbamate ClC1=NC=CC2=C1N(C=N2)CCCNC(OC(C)(C)C)=O